(3S)-3-[cis-3-azabicyclo[3.1.0]hexane-3-carbonyl]-3,4-dihydro-1H-isoquinoline-2-carboxylic acid benzyl ester C(C1=CC=CC=C1)OC(=O)N1CC2=CC=CC=C2C[C@H]1C(=O)N1C[C@@H]2C[C@@H]2C1